CN(C1=CC2=C([C@@H](CCO2)CNC=2C=NC=CC2C(=O)O)C=C1)C1=CC=C(C=C1)C1CCN(CC1)C 3-({[(4R)-7-{methyl-[4-(1-methylpiperidin-4-yl)phenyl]amino}-3,4-dihydro-2H-1-benzopyran-4-yl]methyl}amino)pyridine-4-carboxylic acid